ClC=1C(=NC(=CC1)C)N1C(C2=CC(=C(C=C2C(=C1)C(C)C)F)F)=O (3-Chloro-6-methylpyridin-2-yl)-6,7-difluoro-4-isopropylisoquinolin-1(2H)-one